benzyl (2S)-2-(cyanomethyl)-4-[7-(2-cyanophenyl)-2-[[(2S)-1-methylpyrrolidin-2-yl]methoxy]-6,8-dihydro-5H-pyrido[3,4-d]pyrimidin-4-yl]piperazine-1-carboxylate C(#N)C[C@@H]1N(CCN(C1)C=1C2=C(N=C(N1)OC[C@H]1N(CCC1)C)CN(CC2)C2=C(C=CC=C2)C#N)C(=O)OCC2=CC=CC=C2